C(C1=CC=CC=C1)OC=1C(=C(OCC(=O)OCC)C=C(C1)OC)C=O ethyl 2-[3-(benzyloxy)-2-formyl-5-methoxyphenoxy]acetate